C(C1=CC=CC=C1)OCCO ethylene glycol monoBenzyl ether